N-[(2,4-difluorophenyl)methyl]-2-[1-[(4-methylphenyl)methyl]-5-oxopyrrolidin-2-yl]acetamid FC1=C(C=CC(=C1)F)CNC(CC1N(C(CC1)=O)CC1=CC=C(C=C1)C)=O